C1(CC1)C#CC=1C=CC(=C(C1)NC=1N=NN(C1)CC1OCC(CO1)(C)C)C N-(5-(cyclopropylethynyl)-2-methylphenyl)-1-((5,5-dimethyl-1,3-dioxan-2-yl)methyl)-1H-1,2,3-triazol-4-amine